N[C@H](C=1OC2=C(N1)C=C(C=C2)CN2C(N[C@@H](C2)C(F)(F)F)=O)C2CCC(CC2)C (S)-1-((2-((S)-amino((1r,4S)-4-methylcyclohexyl)methyl)benzo[d]oxazol-5-yl)methyl)-4-(trifluoromethyl)imidazolidin-2-one